C[N+]1=CN(C2=C1C=CC=C2)C 1,3-dimethylbenzimidazolium